CC=1C(=C(C(=O)O)C=CC1)N1CCCCC1 methyl-piperidin-1-yl-benzoic acid